tin cobalt copper [Cu].[Co].[Sn]